5-cyano-1,2-dimethyl-1H-pyrrole C(#N)C1=CC=C(N1C)C